1-[2-cyano-4-(trifluoromethyl)phenyl]-4-[6-(2-methoxythiophen-3-yl)pyridin-3-yl]-N-[(3R)-1-methylpyrrolidin-3-yl]piperidine-4-carboxamide C(#N)C1=C(C=CC(=C1)C(F)(F)F)N1CCC(CC1)(C(=O)N[C@H]1CN(CC1)C)C=1C=NC(=CC1)C1=C(SC=C1)OC